5-((triethylsilyl)methyl)benzo[4,5]imidazo[2,1-a]isoquinolin-6(5H)-one C(C)[Si](CC)(CC)CC1C(N2C(C=3C=CC=CC13)=NC1=C2C=CC=C1)=O